C(C)(C)(C)OC(=O)N1C[C@H](CC1)N(C1=C2C=C(C=NC2=CC=C1)C)C (S)-3-(methyl-(3-methylquinolin-5-yl)amino)pyrrolidine-1-carboxylic acid tert-butyl ester